5-methyl-1,2,4-oxadiazole CC1=NC=NO1